(S)-1-(5-chloro-6-(3-(propynyl-1-yl)-1H-pyrazol-1-yl)pyridin-3-yl)-3-(2-chloro-7-(1-methoxyethyl)pyrazolo[1,5-a]pyrimidin-6-yl)urea ClC=1C=C(C=NC1N1NC(C=C1)=CC#C)NC(=O)NC=1C=NC=2N(C1[C@H](C)OC)N=C(C2)Cl